C(=C)[Ge](C)C vinyl-dimethyl-germanium